4-[[2-[(2-cyanophenyl)methyl-(2,3,4,5-tetrafluorophenyl)sulfonyl-amino]acetyl]-[(3-pyrrolidin-1-ylphenyl)methyl]amino]-3-ethoxy-benzoic acid C(#N)C1=C(C=CC=C1)CN(CC(=O)N(C1=C(C=C(C(=O)O)C=C1)OCC)CC1=CC(=CC=C1)N1CCCC1)S(=O)(=O)C1=C(C(=C(C(=C1)F)F)F)F